2,2-difluoro-N-(4-fluoro-3-(trifluoromethyl)phenyl)-6-(2-methoxy-5-(2-azaspiro[3.3]heptan-6-yl)benzamido)benzo[d][1,3]dioxole-5-carboxamide FC1(OC2=C(O1)C=C(C(=C2)C(=O)NC2=CC(=C(C=C2)F)C(F)(F)F)NC(C2=C(C=CC(=C2)C2CC1(CNC1)C2)OC)=O)F